5-((4-(2-(2-aminopyridin-3-yl)-5-phenyl-3H-imidazo[4,5-b]pyridin-3-yl)benzyl)amino)pyridazine-3-carbonitrile NC1=NC=CC=C1C1=NC=2C(=NC(=CC2)C2=CC=CC=C2)N1C1=CC=C(CNC=2C=C(N=NC2)C#N)C=C1